1,3-bis(2-ethylhexyl)-5,7-bis(5-(trimethylstannyl)thiophen-2-yl)-4h,8h-benzo[1,2-c:4,5-c']Dithiophene C(C)C(CC1=C2C(=C(S1)CC(CCCC)CC)CC=1C(=C(SC1C=1SC(=CC1)[Sn](C)(C)C)C=1SC(=CC1)[Sn](C)(C)C)C2)CCCC